COC1=CC=C(CNC=2C=3N(C4=CC=C(C=C4N2)C2=CC=NN2C2OCCCC2)C=C(C3)CC(CN(C)C)N)C=C1 1-((4-((4-methoxybenzyl)amino)-7-(1-(tetrahydro-2H-pyran-2-yl)-1H-pyrazol-5-yl)pyrrolo[1,2-a]quinoxalin-2-yl)methyl)-N2,N2-dimethylethane-1,2-diamine